NC1=NC=C(C=N1)C1=NC(=NC(=N1)N1CCOCC1)N1CCN(CC1)C(CCCC(=O)NO)=O 5-(4-(4-(2-aminopyrimidin-5-yl)-6-morpholino-1,3,5-triazin-2-yl)piperazin-1-yl)-N-hydroxy-5-oxopentanamide